1-(4-(4-((3-chloro-4-((3-fluorobenzyl)oxy)phenyl)amino)-7H-pyrrolo[2,3-d]pyrimidin-5-yl)piperidin-1-yl)prop-2-en ClC=1C=C(C=CC1OCC1=CC(=CC=C1)F)NC=1C2=C(N=CN1)NC=C2C2CCN(CC2)CC=C